NC1=NC2=CC=C(C=C2C=C1C)C(=O)N(CC(C)C)CC1=NC=C(C=C1F)C(F)(F)F 2-amino-N-((3-fluoro-5-(trifluoromethyl)-2-pyridinyl)methyl)-3-methyl-N-(2-methylpropyl)-6-quinolinecarboxamide